1-((4-(dihydroxyboryl)phenyl)methyl)indazole-5-carboxylic acid OB(C1=CC=C(C=C1)CN1N=CC2=CC(=CC=C12)C(=O)O)O